3-(2-(5-(4-fluorobenzylidene)-3-(2-fluorophenyl)-4-oxothiazolidin-2-ylidene)hydrazono)-5-bromoindol-2-one FC1=CC=C(C=C2C(N(C(S2)=NN=C2C(NC3=CC=C(C=C23)Br)=O)C2=C(C=CC=C2)F)=O)C=C1